S1N=C(C2=C1C=CC=C2)C(=O)NC=2N=C(N1C2C(NC(C1)=O)C1=C(C=CC(=C1)F)Cl)C(=O)O 1-(benzo[d]isothiazole-3-carboxamido)-8-(2-chloro-5-fluorophenyl)-6-oxo-5,6,7,8-tetrahydroimidazo[1,5-a]pyrazine-3-carboxylic acid